O=C1NC2=C(OC1)C(=CC=C2)C#N 3-oxo-3,4-dihydro-2H-benzo[b][1,4]oxazine-8-carbonitrile